FC1=C(C=CC(=N1)C(=O)N[C@H]1[C@H](C1)F)N1CCN(CC1)CC=1C(=C2NC(C(=NC2=CC1)C)=O)F 6-Fluoro-5-(4-((5-fluoro-2-methyl-3-oxo-3,4-dihydroquinoxalin-6-yl)methyl)piperazin-1-yl)-N-((1R,2S)-2-fluorocyclopropyl)pyridinamide